C(=O)C12OCC(C1)(C2)NC(OCC2=CC=CC=C2)=O benzyl (1-formyl-2-oxabicyclo[2.1.1]hexan-4-yl)carbamate